4-[[2-(4-chlorophenyl)acetyl]amino]-N-(1-cyanocyclopropyl)pyridine-2-carboxamide ClC1=CC=C(C=C1)CC(=O)NC1=CC(=NC=C1)C(=O)NC1(CC1)C#N